BrC=1C=CC(=C(C1)C(O)([2H])[2H])I (5-bromo-2-iodophenyl)methane-d2-ol